ClC=1C=C(C(=C(C(=O)OC)C1)S(=O)(=O)Cl)F methyl 5-chloro-2-(chlorosulfonyl)-3-fluorobenzoate